4,4',4'',4'''-(ethene-1,1,2,2-tetrayl)tetraaniline C(=C(C1=CC=C(N)C=C1)C1=CC=C(N)C=C1)(C1=CC=C(N)C=C1)C1=CC=C(N)C=C1